tert-butyl 4-(3-(4-(4-carbamoylphenyl)-1H-pyrazol-1-yl)propyl)piperidine-1-carboxylate C(N)(=O)C1=CC=C(C=C1)C=1C=NN(C1)CCCC1CCN(CC1)C(=O)OC(C)(C)C